C(#N)OC1=CC(=CC=C1OC#N)OC#N 1,3,6-tricyanooxybenzene